7-indolin-1-yl-N-(4-piperidyl)thiazolo[5,4-d]pyrimidine-2-carboxamide N1(CCC2=CC=CC=C12)C=1C2=C(N=CN1)SC(=N2)C(=O)NC2CCNCC2